[Na+].P([O-])(=O)(OP(=O)([O-])[O-])OC[C@@H]1[C@H]([C@H]([C@@H](O1)N1C=NC=2C(N)=NC=NC12)O)O.[Na+].[Na+] adenosine-5'-diphosphate sodium salt